(2S,3S,4S,5S)-5-(benzyloxymethyl)-4-(3,4-difluoro-2-methoxy-phenyl)-3-methyl-2-(trifluoromethyl)tetrahydrofuran-2-ol C(C1=CC=CC=C1)OC[C@@H]1[C@@H]([C@@H]([C@@](O1)(O)C(F)(F)F)C)C1=C(C(=C(C=C1)F)F)OC